3-azabicyclo[3.1.0]Hexane-3-Formic acid tert-butyl ester C(C)(C)(C)OC(=O)N1CC2CC2C1